N-[2-Methyl-5-[5-(trifluoromethyl)-4H-1,2,4-triazol-3-yl]phenyl]pyrazolo[1,5-a]pyridine-3-carboxamide CC1=C(C=C(C=C1)C1=NN=C(N1)C(F)(F)F)NC(=O)C=1C=NN2C1C=CC=C2